FC(C#C)(F)OC(C#C)(F)F Difluoropropargyl ether